Methyl 4-(7-((2-(trimethylsilyl)ethoxy)methyl)-7H-pyrrolo[2,3-d]pyrimidin-4-yl)-1H-pyrazole-3-carboxylate C[Si](CCOCN1C=CC2=C1N=CN=C2C=2C(=NNC2)C(=O)OC)(C)C